2-[2-amino-3-(4-hydroxyphenyl)propanamido]-3-phenylpropionic acid hydrochloride Cl.NC(C(=O)NC(C(=O)O)CC1=CC=CC=C1)CC1=CC=C(C=C1)O